2,4,5-TRIFLUORO-3-METHYLBENZALDEHYDE FC1=C(C=O)C=C(C(=C1C)F)F